8-methyl-2-methylsulfanyl-6-(5-nitro-3,4-dihydro-2H-quinoxalin-1-yl)pyrido[2,3-d]pyrimidin-7-one CN1C(C(=CC2=C1N=C(N=C2)SC)N2CCNC1=C(C=CC=C21)[N+](=O)[O-])=O